C(CCC)N(C1=NC(=NC(=C1)N1CCCC1)NC1=CC2=C(C=N1)C=NN2C(C)C)C N4-butyl-N4-methyl-N2-[1-(propan-2-yl)-1H-pyrazolo[4,3-c]pyridin-6-yl]-6-(pyrrolidin-1-yl)pyrimidine-2,4-diamine